5-(2,6-dimethylbenzyl)-6-fluoro-3-(((3-fluoropyridin-2-yl)methyl)amino)-4H-benzo[e][1,2,4]thiadiazine 1,1-dioxide CC1=C(CC2=C(C=CC3=C2NC(=NS3(=O)=O)NCC3=NC=CC=C3F)F)C(=CC=C1)C